COC1=CC=C(C=C1)C2CC(=O)CC(=O)C2 5-[4-(methoxyphenyl)]-1,3-cyclohexanedione